CC(CC1=NC=C(N1)C(=O)OC)C methyl 2-(2-methylpropyl)-3H-imidazole-4-carboxylate